C(C)(C)(C)OC(=O)N1CCC(CC1)CC1CCN(CC1)C=1C=C2C(N(C(C2=CC1)=O)C1C(NC(CC1)=O)=O)=O 4-((1-(2-(2,6-dioxopiperidin-3-yl)-1,3-dioxoisoindolin-5-yl)piperidin-4-yl)methyl)Piperidine-1-carboxylic acid tert-butyl ester